8-chloro-2-(6-ethoxy-3-pyridinyl)-3,4-dihydroquinazoline-4-carboxylic acid ClC=1C=CC=C2C(NC(=NC12)C=1C=NC(=CC1)OCC)C(=O)O